C(C)(C)(C)C=1C=C(C=C(C1O)C(C)(C)C)S(=O)(=O)O 3,5-di-tert-butyl-4-hydroxybenzenesulfonic acid